4-((2-((3R,4R)-3-amino-4-fluoropiperidin-1-yl)-1H-imidazo[4,5-b]pyridin-1-yl)methyl)benzonitrile N[C@@H]1CN(CC[C@H]1F)C=1N(C=2C(=NC=CC2)N1)CC1=CC=C(C#N)C=C1